C12CN(CC(CC1)O2)C2=CC=C(C=C2)CN 1-(4-{8-oxa-3-azabicyclo[3.2.1]octan-3-yl}phenyl)methanamine